(S)-2-((((9H-fluoren-9-yl)methoxy)carbonyl)amino)-3-(1-(tert-butoxycarbonyl)-7-(5-((trityloxy)methyl)pyridin-2-yl)-1H-indol-3-yl)propanoic acid C1=CC=CC=2C3=CC=CC=C3C(C12)COC(=O)N[C@H](C(=O)O)CC1=CN(C2=C(C=CC=C12)C1=NC=C(C=C1)COC(C1=CC=CC=C1)(C1=CC=CC=C1)C1=CC=CC=C1)C(=O)OC(C)(C)C